BrC1=CC=C(C=C1)C1=CC=C(C=C1)C1=CC2=CC=CC=C2C=C1 2-(4'-bromo-biphenyl-4-yl)Naphthalene